CN(C)C(CCC)O (dimethylamino)-1-butanol